C(C)(=O)N1C(C2=C(CC1)C=C(S2)SCC)C(=O)OCC Ethyl 6-acetyl-2-(ethylsulfanyl)-4,5,6,7-tetrahydrothieno[2,3-c]pyridine-7-carboxylate